silicon hydroxyl-aminosilane O[SiH2]N.[Si]